BrC1=C(N(N=C1)C)C=1C=C(C=CC1OC)NC(=O)NC1=CC(=CC=C1)C#N 1-[3-(4-Bromo-2-methyl-2H-pyrazol-3-yl)-4-methoxyphenyl]-3-(3-cyano-phenyl)-urea